ClC1=CC=C(CNC(NC2CC3(CC(C3)NC(CC3=CC=CC=C3)=O)C2)=O)C=C1 N-(6-(3-(4-chlorobenzyl)ureido)spiro[3.3]heptan-2-yl)-2-phenylacetamide